[Na].[Na].C(=O)(O)C1=C(C=CC=C1)NC=1C(C(=O)O)=CC=C(C1)Cl 2-carboxyphenyl-4-chloroanthranilic acid disodium